ClC=1C=C(C=CC1OCC1=NC=CC=C1)NC1=NC=NC2=CC=C(C(=C12)OCC)NC(\C=C\[C@@H]1N(CCC1)CC)=O (R,E)-N-(4-((3-Chloro-4-(pyridin-2-ylmethoxy)phenyl)amino)-5-ethoxyquinazoline-6-yl)-3-(1-ethylpyrrolidin-2-yl)acrylamide